(E)-N-(2-butoxyphenyl)-3-(4-(methylsulfinyl)phenyl)acrylamide C(CCC)OC1=C(C=CC=C1)NC(\C=C\C1=CC=C(C=C1)S(=O)C)=O